1,5-CYCLOOCTADIENE C1=CCCC=CCC1